C(C)(C)(C)OC(=O)N1C(=CC2=CC=CC=C12)B(O)O (1-tert-butoxycarbonylindol-2-yl)boronic acid